NC1=NC(=C(C=2N1C(N(N2)CC2=NC=C(C=C2)F)=O)C2=CC(=NC(=C2)C)O)C2=CC=CC=C2 5-amino-2-[(5-fluoro-2-pyridinyl)methyl]-8-(2-hydroxy-6-methyl-4-pyridinyl)-7-phenyl-[1,2,4]triazolo[4,3-c]pyrimidin-3-one